2-((R)-4-(D-prolyl)-2-methylpiperazin-1-yl)-5-chloro-4-(((R)-1-(2,4-dichlorophenyl)ethyl)amino)pyrimidine N1[C@H](CCC1)C(=O)N1C[C@H](N(CC1)C1=NC=C(C(=N1)N[C@H](C)C1=C(C=C(C=C1)Cl)Cl)Cl)C